F[C@H]1C[C@@H](CNC1)NC=1C2=C(N=CN1)C(=CC(=N2)C2=CC(=NS2)C)C(=O)N 4-{[(3S,5S)-5-fluoropiperidin-3-yl]amino}-6-(3-methyl-1,2-thiazol-5-yl)pyrido[3,2-d]pyrimidine-8-carboxamide